methyl 2-(4-(3-(2,4-dichlorophenyl)-2,3-Dihydrobenzo[b][1,4]dioxin-5-yl)-2,5-difluorobenzyl)-1-(((S)-oxetane-2-yl)methyl)-1H-benzo[d]imidazole-6-carboxylate ClC1=C(C=CC(=C1)Cl)C1OC2=C(OC1)C=CC=C2C2=CC(=C(CC1=NC3=C(N1C[C@H]1OCC1)C=C(C=C3)C(=O)OC)C=C2F)F